FC1=CC=C(C=C1)OC(=O)N1CC2(CC3=C(C=C2CC1)NN=C3)C(C3=NC=CC(=C3)C)=O 4-fluorophenyl-4a-(4-methylpicolinoyl)-4a,5,7,8-tetrahydro-1H-pyrazolo[3,4-g]isoquinoline-6(4H)-carboxylate